(9H-fluoren-9-yl)methyl 3-(4-amino-3-cyclopropylphenyl)azetidine-1-carboxylate NC1=C(C=C(C=C1)C1CN(C1)C(=O)OCC1C2=CC=CC=C2C=2C=CC=CC12)C1CC1